C1(CC1)C=1C(=NC=C(C1)NC(C(=O)N1[C@H](CN([C@@H](C1)C)C(C(C)C)=O)C1=CC=C(C=C1)F)=O)NC(OC(C)(C)C)=O tert-butyl N-[3-cyclopropyl-5-[[2-[(2S,5R)-2-(4-fluorophenyl)-5-methyl-4-(2-methylpropanoyl)piperazin-1-yl]-2-oxo-acetyl]amino]-2-pyridyl]carbamate